5-(1-(2-(dimethylamino)ethyl)-1H-pyrazol-5-yl)-8-(((5-fluoro-2,3-dihydrobenzofuran-4-yl)methyl)amino)-2,7-naphthyridin-3(2H)-one CN(CCN1N=CC=C1C=1C2=CC(NC=C2C(=NC1)NCC1=C(C=CC2=C1CCO2)F)=O)C